(3aR,5R,6aS)-2-((R)-2-(3,5-difluoro-4-hydroxyphenyl)-2-hydroxyethyl)-5-(2-fluorophenoxy)hexahydrocyclopenta[c]pyrrol FC=1C=C(C=C(C1O)F)[C@H](CN1C[C@@H]2[C@H](C1)CC(C2)OC2=C(C=CC=C2)F)O